5,5a,10a,11-tetrahydrodibenzo[b,i]benzo[5,6][1,4]azaborino[3,2,1-de]phenazine C1=CC=CC=2BC3C4=C(CC5NC=6C=C7C(=CC6N(C35)C21)C=CC=C7)C=CC=C4